CC1=CC=CC=2N(C3=CC=CC(=C3C12)C)C1=C(C#N)C(=CC(=C1)C1=CC(=NC(=C1)C1=CC(=NC(=C1)C1=CC=CC=C1)C1=CC=CC=C1)C1=CC(=NC(=C1)C1=CC=CC=C1)C1=CC=CC=C1)N1C2=CC=CC(=C2C=2C(=CC=CC12)C)C 2,6-bis(4,5-dimethyl-9H-carbazol-9-yl)-4-(2,2'',6,6''-tetraphenyl-[4,2':6',4''-terpyridin]-4'-yl)benzonitrile